C1(=CC=CC=C1)P(C1=CC=CC=C1)CCC=1N(C2=CC=CC=C2C1[C@H](N[S@](=O)C(C)(C)C)C1=CC=CC=C1)SC1=CC=CC=C1 (R)-N-((R)-(2-((diphenylphosphinomethyl)methyl)-1-(phenylsulfanyl)-1H-indol-3-yl)(phenyl)methyl)-2-methylpropane-2-sulfinamide